C(C)(C)(C)OC(N(CC=1C(=C2N=CC=NC2=C(C1)C1=CC=C(C=C1)OC(F)(F)F)C=C)C(=O)OC(C)(C)C)=O N-tert-Butoxycarbonyl-N-[[8-[4-(trifluoromethoxy)phenyl]-5-vinyl-quinoxalin-6-yl]methyl]carbamic acid tert-butyl ester